N-(1-Adamantylmethylsulfonyl)-6-[4-[[3-ethoxy-5-(3-hydroxyphenyl)phenyl]methyl]piperazin-1-yl]pyridazine-3-carboxamide C12(CC3CC(CC(C1)C3)C2)CS(=O)(=O)NC(=O)C=2N=NC(=CC2)N2CCN(CC2)CC2=CC(=CC(=C2)C2=CC(=CC=C2)O)OCC